acrylic acid, ethylaminoethylamide C(C)NCCNC(C=C)=O